acetaminoanisole N(C(=O)C)C1=C(C=CC=C1)OC